2-(METHOXYMETHOXY)BENZALDEHYDE COCOC1=C(C=O)C=CC=C1